C[Ti](NC1CCCCC1)(C1(C(=C(C(=C1)C)C)C)C)[SiH2]C1=CC=CC=C1 methylphenylsilyl-(tetramethylcyclopentadienyl)(cyclohexylamino)titanium